Ethylenediamine Platinum(IV) [Pt+4].C(CN)N